((5-(((6-amino-3-fluoropyridin-2-yl)methoxy)methyl)-3-(1-ethyl-1H-1,2,4-triazol-3-yl)-2-methoxyphenyl)amino)-6-chloro-N-(methyl-d3)nicotinamide dimethyl-phenethyl-orthoacetate CC(C(O)(O)O)(CCC1=CC=CC=C1)C.NC1=CC=C(C(=N1)COCC=1C=C(C(=C(C1)NC1=C(C(=O)NC([2H])([2H])[2H])C=CC(=N1)Cl)OC)C1=NN(C=N1)CC)F